1-(3-chloro-4-methoxyphenyl)-5-(3,5-dimethoxyphenyl)-2-ethynyl-1H-benzo[d]imidazole ClC=1C=C(C=CC1OC)N1C(=NC2=C1C=CC(=C2)C2=CC(=CC(=C2)OC)OC)C#C